NC1=NC=CC=C1C1=NC=2C(=NC=CC2)N1C1=CC=C(CN2CCC(CC2)NC(=O)C2=CC(=CC=3N=C(SC32)C(=O)N)F)C=C1 N7-(1-(4-(2-(2-Aminopyridin-3-yl)-3H-imidazo[4,5-b]pyridin-3-yl)benzyl)piperidin-4-yl)-5-fluorobenzo[d]thiazole-2,7-dicarboxamide